(E)-4-(4,8-dimethylnona-3,7-dien-1-yl)pyridine C\C(=C/CCC1=CC=NC=C1)\CCC=C(C)C